2-(5-methyl-2-phenyl-1-piperidyl)-N-(5-methyl-3-pyridyl)-2-oxo-acetamide CC1CCC(N(C1)C(C(=O)NC=1C=NC=C(C1)C)=O)C1=CC=CC=C1